6-[3-chloro-2-fluoro-4-(2-hydroxy-2-methylpropoxy)-5-methylphenyl]-5-methyl-4,5-dihydro-2H-pyridazin-3-one ClC=1C(=C(C=C(C1OCC(C)(C)O)C)C=1C(CC(NN1)=O)C)F